Cl.COC1=CC=C(CNC(=NC2=NC(=CC(=N2)C2=CC=C(C=C2)OC)C2=CC(=CC=C2)[N+](=O)[O-])N)C=C1 1-(4-methoxybenzyl)-2-(4-(4-methoxyphenyl)-6-(3-nitrophenyl)pyrimidin-2-yl)guanidine hydrochloride